(S)-4-methyl-1-(5-methyl-1,2,4-oxadiazol-3-yl)pentan-2-amine hydrochloride Cl.CC(C[C@@H](CC1=NOC(=N1)C)N)C